benzyl 4-(2-{2-[({[(2R,3S,4S)-1-(tert-butoxycarbonyl)-4-[(tert-butoxycarbonyl)oxy]-2-[(4-methoxyphenyl) methyl]pyrrolidin-3-yl]oxy}carbonyl)amino]ethoxy}ethyl)piperazine-1-carboxylate C(C)(C)(C)OC(=O)N1[C@@H]([C@@H]([C@H](C1)OC(=O)OC(C)(C)C)OC(=O)NCCOCCN1CCN(CC1)C(=O)OCC1=CC=CC=C1)CC1=CC=C(C=C1)OC